BrC1=CC=C(CCNC2=NC=C(C=N2)C(=O)OCC)C=C1 Ethyl 2-((4-bromophenethyl)amino)pyrimidine-5-carboxylate